C(C)(C)NC(=O)C=1C(NC=CC1)=S N-isopropyl-2-thioxo-1,2-dihydropyridine-3-carboxamide